C(C1=CC=CC=C1)OC(=O)[C@H]1N(C[C@@H](C1)O)C([C@H](C)NC(C)=O)=O (2S,4R)-benzyl-1-((S)-2-acetamidopropionyl)-4-hydroxypyrrolidine-2-carboxylate